4''-(9H-carbazol-9-yl)-4-(3,6-dimethyl-9H-carbazol-9-yl)-5',6'-bis(4-(3,6-dimethyl-9H-carbazol-9-yl)phenyl)-4'-(2,6-dimethylpyridin-4-yl)-[1,1':2',1''-terphenyl]-3'-carbonitrile C1=CC=CC=2C3=CC=CC=C3N(C12)C1=CC=C(C=C1)C1=C(C(=C(C(=C1C#N)C1=CC(=NC(=C1)C)C)C1=CC=C(C=C1)N1C2=CC=C(C=C2C=2C=C(C=CC12)C)C)C1=CC=C(C=C1)N1C2=CC=C(C=C2C=2C=C(C=CC12)C)C)C1=CC=C(C=C1)N1C2=CC=C(C=C2C=2C=C(C=CC12)C)C